CN1N=C(C=C1)C1=NN(C=C1N)COCC[Si](C)(C)C 1'-methyl-1-((2-(trimethylsilyl)ethoxy)methyl)-1H,1'H-[3,3'-bipyrazol]-4-amine